OC1(CN(C1)C(=O)OC(C)(C)C)C(F)(F)F tert-butyl 3-hydroxy-3-(trifluoromethyl)azetidine-1-carboxylate